C(=O)(O)[AsH]N=N[AsH2] carboxyazoarsine